BrC1=C2C(=C(C(=NC2=CC=C1)O)C)O 5-bromo-3-methylquinoline-2,4-diol